N-cyclopropyl-3-(6-((1-hydroxy-2-methylpropan-2-yl)amino)-5-(1-methyl-1H-pyrazol-4-yl)pyridin-3-yl)-4-methylbenzamide C1(CC1)NC(C1=CC(=C(C=C1)C)C=1C=NC(=C(C1)C=1C=NN(C1)C)NC(CO)(C)C)=O